2-(4-bromophenoxy)nicotinoyl chloride BrC1=CC=C(OC2=C(C(=O)Cl)C=CC=N2)C=C1